ClC1=C(C=CC=C1Br)NN1CSC2=C1C=CC(=C2)C(OC)OC 3-(2-chloro-3-bromophenylamino)-6-dimethoxymethylbenzothiazole